5-chloro-7-(4-ethylpiperazin-1-yl)furo[3,2-b]pyridine ClC1=CC(=C2C(=N1)C=CO2)N2CCN(CC2)CC